1-(2-(3-fluoro-5-(trifluoromethyl)benzyl)pyridin-4-yl)-N,3-dimethyl-1H-pyrazole-4-carboxamide FC=1C=C(CC2=NC=CC(=C2)N2N=C(C(=C2)C(=O)NC)C)C=C(C1)C(F)(F)F